[K].COC=1C(=NC=CC1C)OC1=CC=C(C=C1)OC 3-methoxy-4-methyl-2-(4-methoxy-phenoxy)pyridine potassium